4-benzyl-3-methyl-1H-pyrazol-5(4H)-one C(C1=CC=CC=C1)C1C(=NNC1=O)C